C(C)(C)(C)N1C=C(C=C1)C(=O)NCC1=NC(=NO1)C=1N(C2=CC=CC(=C2C1)N[C@@H]1[C@@H](CN(CC1)C)F)CC(F)(F)F |r| (+/-)-tert-butyl-N-{[3-(4-{[(3R,4S)-3-fluoro-1-methylpiperidin-4-yl]amino}-1-(2,2,2-trifluoroethyl)-1H-indol-2-yl)-1,2,4-oxadiazol-5-yl]methyl}-1H-pyrrole-3-carboxamide